(2R,3S)-3-cyclopropylaziridine-2-carboxylic acid lithium [Li].C1(CC1)[C@H]1[C@@H](N1)C(=O)O